CC=1C=C(C=C2C(NC(=NC12)C=1C=C2C(=CN1)SC=C2)=O)N2CC1(CC2)CCOCC1 8-methyl-6-(8-oxa-2-aza-spiro[4.5]dec-2-yl)-2-thieno[2,3-c]pyridin-5-yl-3H-quinazolin-4-one